CN1N=NC(=C1NC(O[C@H](C)C=1C(=NC=C(C1)F)Cl)=O)C1=NC=C(C=C1)C(NC1=CC(=NC=C1)C(F)(F)F)=O (R)-1-(2-chloro-5-fluoropyridin-3-yl)-ethyl (1-methyl-4-(5-((2-(trifluoro-methyl)pyridin-4-yl)carbamoyl)-pyridin-2-yl)-1H-1,2,3-triazol-5-yl)-carbamate